BrC=1C=CC(=C(N)C1)OC 5-bromo-2-Methoxyaniline